C1=CC=C(C=C1)CCN β-phenethylamine